ClC1=CC=C(C(=N1)C(=O)O)N[C@@H](C)C=1C=C(C=C2C(N(C(=NC12)N1CCN(CC1)C(=O)OC)C)=O)C (S)-6-Chloro-3-((1-(2-(4-(methoxycarbonyl)piperazin-1-yl)-3,6-dimethyl-4-oxo-3,4-dihydroquinazolin-8-yl)ethyl)amino)picolinic acid